C(C)N1CCN(CC1)C1=CC=CC(=N1)NC1=NC=C(C=N1)F N-[6-(4-ethylpiperazin-1-yl)pyridin-2-yl]-5-fluoropyrimidin-2-amine